BrC(=C(F)F)Cl 2-bromo-2-chloro-1,1-difluoroethylene